C(OCCOC([O-])=O)([O-])=O ethylene bis-carbonate